C(C)(=O)[O-].C(CCC)[NH+]1CC(CCC1)CCC 1-Butyl-3-propylpiperidinium acetate